1-(3-chloro-4-(4-(2-(1-(hydroxymethyl)cyclopropyl)pyridin-4-yl)thiophen-2-yl)benzoyl)piperidin-4-yl (tert-butoxycarbonyl)-L-valinate C(C)(C)(C)OC(=O)N[C@@H](C(C)C)C(=O)OC1CCN(CC1)C(C1=CC(=C(C=C1)C=1SC=C(C1)C1=CC(=NC=C1)C1(CC1)CO)Cl)=O